1,3-diethyl-N-[(1s,2s)-2-(2-hydroxyethyl)-1-methylcyclopropyl]-2,4-dioxoquinazoline-6-sulfonamide C(C)N1C(N(C(C2=CC(=CC=C12)S(=O)(=O)N[C@@]1([C@@H](C1)CCO)C)=O)CC)=O